tert-butyl (3-((S)-1-(((S)-tert-butylsulfinyl)amino)-3-(trimethylsilyl)prop-2-yn-1-yl)-5-(trifluoromethyl)phenyl)carbamate C(C)(C)(C)[S@](=O)N[C@H](C#C[Si](C)(C)C)C=1C=C(C=C(C1)C(F)(F)F)NC(OC(C)(C)C)=O